C1=C(C=C(C(=C1Br)OC2=C(C(=C(C=C2Br)Br)Br)Br)Br)Br 2,2',3,4,4',6,6'-heptabromodiphenyl ether